(3R)-1-(5-chloro-9-oxo-xanthen-3-yl)pyrrolidine-3-carboxylic acid ClC1=C2OC=3C=C(C=CC3C(C2=CC=C1)=O)N1C[C@@H](CC1)C(=O)O